1-(4-{5-[6-Cyclopropyl-5-(trifluoromethyl)pyridin-3-yl]-7-[{[1-(ethoxymethyl)cyclopentyl]methyl}(methyl)amino]-1H-imidazo[4,5-b]pyridin-2-yl}phenyl)piperidin C1(CC1)C1=C(C=C(C=N1)C1=CC(=C2C(=N1)N=C(N2)C2=CC=C(C=C2)N2CCCCC2)N(C)CC2(CCCC2)COCC)C(F)(F)F